C(\C=C\C(=O)O)(=O)O.O=C1NC(CCC1N1C(C2=CC=CC=C2C1=O)=O)=O 2-(2,6-dioxo-3-piperidineyl)isoindoline-1,3-dione fumarate